CC1(OC=2C=C(C(=C(C2[C@H]2[C@H]1CCC(=C2)C)O)C2=CC=NN2C)CCCCC)C (6aR,10aR)-6,6,9-trimethyl-2-(1-methyl-1H-pyrazol-5-yl)-3-pentyl-6a,7,8,10a-tetrahydro-6H-benzo[c]chromen-1-ol